The molecule is transition state of the chorismate mutase catalyzed Claisen rearrangement of chorismate to prephenate. It is a conjugate base of an 8-hydroxy-2-oxabicyclo[3.3.1]non-6-ene-3,5-dicarboxylic acid. C1C2C(C=CC1(CC(O2)C(=O)[O-])C(=O)[O-])O